C(C)(C)(C)[C@]1(N(C[C@@H]1OC=1C=NC(=CC1)C#N)C(=O)OCC=1C=CC=2C(N1)=C(N(N2)C2COC2)C)C (3-methyl-2-(oxetan-3-yl)-2H-pyrazolo[4,3-b]Pyridin-5-yl)methanol tert-butyl-(2R,3S)-3-((6-cyanopyridin-3-yl)oxy)-2-methylazetidine-1-carboxylate